2-bromomethyl-6-nitrobenzoic acid methyl ester COC(C1=C(C=CC=C1[N+](=O)[O-])CBr)=O